N-(4-((4-(3-chloro-5-(trifluoromethyl)phenyl)piperazin-1-yl)sulfonyl)phenyl)-2-(N-methylmethylsulfonamido)benzamide ClC=1C=C(C=C(C1)C(F)(F)F)N1CCN(CC1)S(=O)(=O)C1=CC=C(C=C1)NC(C1=C(C=CC=C1)N(S(=O)(=O)C)C)=O